FC1=CC=C(C=C1)S(=O)(=O)N1C2=C(OCC1)C=CC(=C2)C2=C(SC(=C2)C)S(=O)(=O)N (4-((4-fluorophenyl)sulfonyl)-3,4-dihydro-2H-benzo[b][1,4]oxazin-6-yl)-5-methylthiophene-2-sulfonamide